C1(CC1)C1=CC(=CC(=N1)N1C(C2=C3C(C=CC=C13)=CC(=C2)CN2C[C@H](CCC2)C)=O)C2=C(C=NN2C)C2=NN=CN2C (S)-1-(6-cyclopropyl-4-(1-methyl-4-(4-methyl-4H-1,2,4-triazol-3-yl)-1H-pyrazol-5-yl)pyridin-2-yl)-4-((3-methylpiperidin-1-yl)methyl)benzo[cd]indol-2(1H)-one